3-Amino-6-bromo-5-methyl-pyrazine-2-carboxylic acid NC=1C(=NC(=C(N1)C)Br)C(=O)O